1,8-di-(methyl-dimethoxy-silyl)-octane C[Si](CCCCCCCC[Si](OC)(OC)C)(OC)OC